tert-butyl 4-fluoro-3-oxopiperidine-1-carboxylate FC1C(CN(CC1)C(=O)OC(C)(C)C)=O